{2-[2-(2-Benzyloxyethoxy)ethoxy]ethoxy}acetic acid tert-butyl ester C(C)(C)(C)OC(COCCOCCOCCOCC1=CC=CC=C1)=O